bis[2-(2-butoxypropoxy) propyl] sebacate C(CCCCCCCCC(=O)OCC(C)OCC(C)OCCCC)(=O)OCC(C)OCC(C)OCCCC